C(C)[C@]1(NC(N(C(C1)=O)[C@@H]1CCC2=CC=C(C=C12)C(=O)N[C@H]1[C@@](COC2=CC=CC=C12)(C)O)=N)C (3R)-3-[(4R)-4-ethyl-2-imino-4-methyl-6-oxo-hexahydropyrimidin-1-yl]-N-[(3R,4R)-3-hydroxy-3-methyl-chroman-4-yl]indane-5-carboxamide